COC=1C=C2C(=NC(=NC2=CC1OCCCN1CCCC1)C1CNCCC1)NC1CCOCC1 6-methoxy-2-(piperidin-3-yl)-7-(3-(pyrrolidin-1-yl)propoxy)-N-(tetrahydro-2H-pyran-4-yl)quinazolin-4-amine